FC(C(=O)O)(F)F.FC=1C=C(C=CC1F)C=1C=C2C(=NC1)C=NN2CC=2C=NC=CC2 6-(3,4-Difluorophenyl)-1-(3-pyridylmethyl)pyrazolo[4,3-b]pyridine trifluoroacetate salt